(±)-N-(5-chloro-2-fluoro-4-(trifluoromethyl)phenyl)-6,7,8,9-tetrahydro-5H-5,8-epiminocyclohepta[d]pyridazine-10-carboxamide ClC=1C(=CC(=C(C1)NC(=O)N1C2CCC1CC=1C=NN=CC12)F)C(F)(F)F